COCCOCCOCCOCCOCCOCCOC Hexaethylenglycol dimethyl ether